COC(CC[C@@H](C)[C@H]1CC[C@H]2[C@@H]3[C@H](C[C@@H]4C[C@@H](CC[C@]4(C)[C@H]3CC[C@]12C)OC(C)=O)OCOC)=O.CCC([C@H](CC1=CC=CC=C1)N[P@](=O)(OC1=CC=CC=C1)OCC1OCCC1)=O (((R)-(((S)-1-(2-ethyl)-(1-oxo-3-phenylpropan-2-yl)amino)(phenoxy)phosphoryl)oxy)methyl)tetrahydrofuran methyl-3α-acetoxy-7β-methoxymethoxyl-5β-cholanoate